CC1(CC(C2=CC=CC=C12)=O)C 3,3-dimethyl-1-indenone